C(C)(C)(C)N1CCN(CC1)C1=NC=C(C=C1Cl)CCNC(=O)OCC1=CC=CC=C1 tert-Butyl-4-(5-(2-(((benzyloxy)carbonyl)amino)ethyl)-3-chloropyridin-2-yl)piperazine